2-methylphenylpiperazine CC1=CC=CC=C1N2CCNCC2